8-((2S,5R)-4-acryloyl-2,5-dimethylpiperazin-1-yl)-11-(5-chloro-2,4-difluorophenyl)-10-(trifluoromethyl)-2H-spiro[[1,4]thiazepino[2,3,4-ij]quinazoline-3,3'-oxetan]-6(4H)-one C(C=C)(=O)N1C[C@@H](N(C[C@H]1C)C1=NC(N2C3=C(C(=C(C=C13)C(F)(F)F)C1=C(C=C(C(=C1)Cl)F)F)SCC1(COC1)C2)=O)C